C(CCCCCCC)OCOOCCCCCCC(OCCCC)OCCCC dibutoxyheptyloxy octyloxymethyl ether